azulen C1=CC=C2C=CC=CC=C12